ClC1=C(C#N)C=C(C=C1)C(=O)N1CC=2C(=NN3C=NN(C(C32)=O)[C@H](C)C3=CC=C(C=C3)OC(F)F)C[C@H]1C 2-chloro-5-((R)-2-((R)-1-(4-(difluoromethoxy)phenyl)ethyl)-8-methyl-1-oxo-1,2,7,8,9,10-hexahydropyrido[4',3':3,4]Pyrazolo[1,5-d][1,2,4]Triazine-9-carbonyl)benzonitrile